1,1'-spirobiindane-7,7'-diol C12(CCC3=CC=CC(=C13)O)CCC1=CC=CC(=C12)O